NCC=1C=CC=C2C=CN(C12)C(=O)OC(C)(C)C tert-butyl 7-(aminomethyl)-1H-indole-1-carboxylate